CC=CC(=O)OCCC[Si](OC)(OC)C 3-(methyl)acryloxypropyl-methyl-dimethoxysilane